BrCC1=C(C(=O)OC)C=C(C=C1C(F)(F)F)CN1C[C@H](OCC1)COS(=O)(=O)C methyl 2-(bromomethyl)-5-[[(2S)-2-[(methanesulfonyloxy)methyl]morpholin-4-yl]methyl]-3-(trifluoromethyl)benzoate